N1N=CN=C1C=1C=C(C=NC1)C=1C=C(C=CC1OCC1=CC=CC=C1)O 3-(5-(1H-1,2,4-triazol-5-yl)pyridin-3-yl)-4-(benzyloxy)phenol